tert-Butyl ((1-((3-((5-ethynyl-2-methoxyphenyl)sulfonamido)-4-methoxybenzo[d]isoxazol-6-yl)methyl)-1H-pyrazol-4-yl)methyl)carbamate C(#C)C=1C=CC(=C(C1)S(=O)(=O)NC1=NOC2=C1C(=CC(=C2)CN2N=CC(=C2)CNC(OC(C)(C)C)=O)OC)OC